C(C)OC(=O)C=1N=C(SC1)N1CCC2=C1N=NC(=C2C)NC=2SC(=C(N2)C)C {3-[(4,5-dimethyl-1,3-thiazol-2-yl)amino]-4-methyl-5H,6H,7H-pyrrolo[2,3-c]Pyridazin-7-yl}-1,3-thiazole-4-carboxylic acid ethyl ester